1-(7,7-dimethyl-2-oxobicyclo[2.2.1]heptan-1-yl)-N-(methylsulfonyl)methanesulfonamide CC1(C2(C(CC1CC2)=O)CS(=O)(=O)NS(=O)(=O)C)C